BrC1=NN(C(N1C(C(=O)O)C)=O)CC1=CC(=C(C=C1)OC)OC 2-[3-bromo-1-[(3,4-dimethoxyphenyl)methyl]-5-oxo-1,2,4-triazol-4-yl]propanoic acid